1-cyclopropyl-4-oxo-6,7-difluoro-1,4-dihydroquinoline-3-carboxylic acid C1(CC1)N1C=C(C(C2=CC(=C(C=C12)F)F)=O)C(=O)O